1,2-dichloro-4-(trans-2,2-dichloro-3-(diethoxymethyl)cyclopropyl)benzene ClC1=C(C=C(C=C1)[C@@H]1C([C@H]1C(OCC)OCC)(Cl)Cl)Cl